OP(O)(=O)OP(=O)(O)O.C(C)(C)(C)C1=C(C(=CC(=C1)C(C)(C)C)C(C)(C)C)C(O)(C(CO)(CO)CO)C1=C(C=C(C=C1C(C)(C)C)C(C)(C)C)C(C)(C)C bis(2,4,6-tri-tert-butylphenyl)pentaerythritol diphosphate